2,2'-(piperazine-1,4-diyl)bis(N,N-bis(4-methoxybenzyl)acetamide) N1(CCN(CC1)CC(=O)N(CC1=CC=C(C=C1)OC)CC1=CC=C(C=C1)OC)CC(=O)N(CC1=CC=C(C=C1)OC)CC1=CC=C(C=C1)OC